2,4,6-tris(n-dodecyl)-1,3,5-triazine C(CCCCCCCCCCC)C1=NC(=NC(=N1)CCCCCCCCCCCC)CCCCCCCCCCCC